tert-Butyl 4-(1-diazo-2-ethoxy-2-oxo-ethyl)-4-hydroxy-piperidine-1-carboxylate [N+](=[N-])=C(C(=O)OCC)C1(CCN(CC1)C(=O)OC(C)(C)C)O